CS(=O)(=O)C1=NC=CC(=N1)OCCOCCOCCNC(OC(C)(C)C)=O tert-butyl (2-(2-(2-((2-(methylsulfonyl)pyrimidin-4-yl)oxy)ethoxy)ethoxy)ethyl)carbamate